BrC1=CC(C(C=C1Cl)N)N 4-bromo-5-chlorocyclohexane-3,5-diene-1,2-diamine